1-(adamantan-1-yloxy)adamantane tert-Butyl-(R)-(1-(2-methyl-3-((2,4,4-trimethylpentan-2-yl)amino)imidazo[1,2-a]pyrazin-8-yl)piperidin-3-yl)carbamate C(C)(C)(C)N(C(O)=O)[C@H]1CN(CCC1)C=1C=2N(C=CN1)C(=C(N2)C)NC(C)(CC(C)(C)C)C.C21(CC3CC(CC(C2)C3)C1)OC13CC2CC(CC(C1)C2)C3